(7-fluoro-9-hydroxy-5-(isopentylamino)-4-oxo-1,2-dihydro-4H-pyrrolo[3,2,1-ij]quinolin-8-yl)isothiazol-3(2H)-one 1,1-dioxide formate salt C(=O)O.FC1=C2C=C(C(N3C2=C(C(=C1N1S(C=CC1=O)(=O)=O)O)CC3)=O)NCCC(C)C